tert-Butyl (3-(2-(1H-indole-3-carbonyl)thiazol-4-yl)-1,2,4-oxadiazol-5-yl)methylcarbamate N1C=C(C2=CC=CC=C12)C(=O)C=1SC=C(N1)C1=NOC(=N1)CNC(OC(C)(C)C)=O